ClC1=NC=C(C(=C1)N[C@H](CCOC1=C(C=NN1C)C1=NC=CC(=N1)N)C)C#CC=1C=NN(C1)CC(F)(F)F (S)-2-(5-(3-((2-Chloro-5-((1-(2,2,2-trifluoroethyl)-1H-pyrazol-4-yl)ethynyl)pyridin-4-yl)amino)butoxy)-1-methyl-1H-pyrazol-4-yl)pyrimidin-4-amine